C1(CC1)N1C(C(=CC=C1)C(=O)N1CCC(CC1)C=1C=C2C(=C(NC2=CC1)C1=CC(=NC(=C1)C)C)C(C)C)=O 1-cyclopropyl-3-(4-(2-(2,6-dimethylpyridin-4-yl)-3-isopropyl-1H-indol-5-yl)piperidine-1-carbonyl)pyridin-2(1H)-one